C1(=CC=CC=C1)C1COC2=C(O1)C=CC=C2C2=CCN(CC2)C(=O)OC(C)(C)C Tert-Butyl 4-(2-Phenyl-2,3-Dihydrobenzo[b][1,4]dioxin-5-yl)-5,6-Dihydropyridine-1(2H)-Carboxylate